C(C)(C)(C)OC(=O)N1[C@@H]2CC[C@H]([C@H]1C(=O)N1CC(CC1)C=1C=C(C=3N(C1)C=NC3)C3=C(C=C(C=C3)F)C(N(C(C)C)CC)=O)C2 (1R,3S,4S)-3-[3-(8-{2-[ethyl(isopropyl)carbamoyl]-4-fluorophenyl}imidazo[1,5-a]pyridin-6-yl)pyrrolidine-1-carbonyl]-2-azabicyclo[2.2.1]heptane-2-carboxylic acid tert-butyl ester